indeno[1,2-b]fluorene C1=CC=CC2=C3C=C4C(C=C3C=C12)=C1C=CC=CC1=C4